OC=1C=C(C=CC(=O)O)C=C(C1O)O 3,4,5-trihydroxycinnamic acid